FC1=CC2=C(C(=NO2)C2CN(CCC2)C(CCC(=O)C2C(N3C4=C(C=CC=C4C2)CC3)=O)C)C=C1 5-(4-(3-(6-fluorobenzoisoxazolyl)-1-piperidinyl)pentanoyl)-5,6-dihydro-1H-pyrrolo[3,2,1-ij]quinolin-4(2H)-one